sodium silicate-aluminum salt [Al+3].[Si]([O-])([O-])([O-])[O-].[Na+]